The molecule is a tricyclic labdane diterpenoid that is an intermediate in the biosynthesis of forskolin by Coleus forskohlii. It has a role as a plant metabolite. It is a labdane diterpenoid, a cyclic ether, an organic heterotricyclic compound and a tricyclic diterpenoid. C[C@@]1(CC[C@H]2[C@]3(CCCC([C@@H]3CC[C@]2(O1)C)(C)C)C)C=C